((1-methylpyrrolidin-3-yl)oxy)-[1,1'-biphenyl] CN1CC(CC1)OC1=C(C=CC=C1)C1=CC=CC=C1